O=C1NC(CCC1N1CC2=CC=C(C=C2C1=O)NS(=O)(=O)C1=C(C=CC=C1)C(F)(F)F)=O N-(2-(2,6-dioxo-piperidin-3-yl)-3-oxoisoindolin-5-yl)-2-(trifluoro-methyl)benzene-sulfonamide